FC1=CC=C(C=C1)C=1N=C(N2C1C1=CC(=C(C=C1CC2)OC)C=2N=NN(N2)C)C(=O)N2[C@](CC2)(C(=O)N)C (R)-1-(1-(4-fluorophenyl)-8-methoxy-9-(2-methyl-2H-tetrazol-5-yl)-5,6-dihydroimidazo[5,1-a]isoquinoline-3-carbonyl)-2-methylazetidine-2-carboxamide